N1=CC=C(C=C1)NC=1C=C(C=CC1)NC(=O)C=1C=C(C=CC1)NC1=CC=NC2=CC=C(C=C12)C(=O)N 4-((3-((3-(pyridin-4-ylamino)phenyl)carbamoyl)phenyl)amino)quinoline-6-carboxamide